(R)-3-mercapto-N-((R)-3-mercapto-1-(methylamino)-1-oxopropan-2-yl)-2-(methylamino)propanamide trifluoroacetate FC(C(=O)O)(F)F.SC[C@@H](C(=O)N[C@H](C(=O)NC)CS)NC